FC1=CC=C(C(=O)NC2(CC2)C2=NC=3CCCN(C3C=C2)C(=O)C=2C=NN(C2)C)C=C1 4-Fluoro-N-{1-[5-(1-methyl-1H-pyrazol-4-carbonyl)-5,6,7,8-tetrahydro-1,5-naphthyridin-2-yl]cyclopropyl}benzamid